ferrous pyrophosphate, lithium salt [Li+].[O-]P([O-])(=O)OP(=O)([O-])O.[Fe+2]